[Na+].C(CN(CC(=O)[O-])CC(=O)[O-])N(CC(=O)[O-])CC(=O)[O-].[Na+].[Na+].[Na+] Ethylenediaminetetraacetate sodium